S(=O)(=O)(O)O.NC1=NNC=C1C(=O)N.NC1=NNC=C1C(=O)N 3-amino-4-pyrazoleformamide hemisulfate